6-chloro-1,3,4,9-tetrahydro-[1,2,6]thiadiazino[4,3-g]indole-7-carbonitrile 2,2-dioxide ClC=1C=2C(=CNC2C2=C(C1)CNS(N2)(=O)=O)C#N